Methyl (Z)-9-hexadecenoate C(CCCCCCC\C=C/CCCCCC)(=O)OC